C1=CC=C(C(=C1)OCCCCN2C=CN=C2)Cl The molecule is an aromatic ether that is 2-chlorophenol in which the phenolic hydrogen has been substituted by a 4-(1H-imidazol-1-yl)butyl group. It is an aromatic ether, a member of imidazoles and a member of monochlorobenzenes.